FC1=C(C=C(C=C1)N1N=CN=C1C=1C=C(C=2N(C1)C(=CN2)C=2C=CC(=NC2)NC(OC)=O)C)OC methyl N-[5-[6-[2-(4-fluoro-3-methoxy-phenyl)-1,2,4-triazol-3-yl]-8-methyl-imidazo[1,2-a]pyridin-3-yl]-2-pyridyl]carbamate